4-(tributylstannyl)-1-((trimethylsilyl)methyl)-1H-1,2,3-triazole C(CCC)[Sn](C=1N=NN(C1)C[Si](C)(C)C)(CCCC)CCCC